ClC1=CC(=C(C=C1Cl)C(NS(=O)C(C)(C)C)C1CCN(CC1)C=1OC=CN1)OCC=C N-[[4,5-dichloro-2-(prop-2-en-1-yloxy)phenyl][1-(1,3-oxazol-2-yl)piperidin-4-yl]methyl]-2-methylpropane-2-sulfinamide